[Ir+3].C(C(=O)O)(=O)O.C(C(=O)O)(=O)O.C(C(=O)O)(=O)O tri(oxalic acid) iridium (III)